2-(1-(4-(trifluoromethyl)phenyl)vinyl)furan FC(C1=CC=C(C=C1)C(=C)C=1OC=CC1)(F)F